[Ca].[Ag] silver, calcium salt